CN(C(O[C@H]1\C=C\C[C@@H]([C@@H](CC1)COC(N(C)C)=O)NC(=O)OCC[Si](C)(C)C)=O)C (1R,2E,5S,6R)-6-{[(Dimethylcarbamoyl)oxy]methyl}-5-({[2-(trimethylsilyl)ethoxy] carbonyl}amino)cyclooct-2-en-1-yl N,N-dimethylcarbamate